C1(=CC=CC=C1)C1=NC=CC2=CC=CC=C12.C1(=CC=CC=C1)C1=NC=CC2=CC=CC=C12.[Ir] iridium bis(1-phenylisoquinoline)